O=C1OC2=CC=CC=C2C(=C1)C1=C(C=CC=C1)C 2-oxo-4-(o-tolyl)-2H-chromen